t-Butyl (4-chloro-3,5-diaminobenzoate) ClC1=C(C=C(C(=O)OC(C)(C)C)C=C1N)N